OC1=C(C=CC(=C1)B1OC(C(O1)(C)C)(C)C)CC(=O)OC methyl 2-[2-hydroxy-4-(4,4,5,5-tetramethyl-1,3,2-dioxaborolan-2-yl)phenyl]acetate